(3R,4R)-1-cyclohexyl-4-{[5-(2,4-difluoro-phenyl)-isoxazole-3-carbonyl]-amino}-piperidine-3-carboxylic acid ((S)-1-pyridin-2-yl-ethyl)-amide N1=C(C=CC=C1)[C@H](C)NC(=O)[C@@H]1CN(CC[C@H]1NC(=O)C1=NOC(=C1)C1=C(C=C(C=C1)F)F)C1CCCCC1